5-methyl-3-(2-oxoisoquinolin-2-ium-7-yl)-1,2,4-oxadiazol CC1=NC(=NO1)C1=CC=C2C=C[N+](CC2=C1)=O